C(C)(C)(C)O[C@H](C(=O)OCC)C1=C(C2=C(N=C(S2)C=2C=C3C(=NNC3=CC2)C2CCN(CC2)C(=O)OC(C)(C)C)C=C1C)C1=CC=C(C=C1)Cl tert-butyl (S)-4-(5-(6-(1-(tert-butoxy)-2-ethoxy-2-oxoethyl)-7-(4-chlorophenyl)-5-methylbenzo[d]thiazol-2-yl)-1H-indazol-3-yl)piperidine-1-carboxylate